ClC1=C(C=C(N=N1)NC=C1C(OC(OC1=O)(C)C)=O)C 5-[[(6-chloro-5-methyl-pyridazin-3-yl)amino]methylene]-2,2-dimethyl-1,3-dioxane-4,6-dione